(4-bromo-2,5-dimethoxyPhenyl)boronic acid BrC1=CC(=C(C=C1OC)B(O)O)OC